C(C)(C)(C)OC(=O)[C@H]1CCCC=2N1C(N(N2)CC2=CC(=C(C=C2)Cl)Cl)=O |r| tert-butyl-(5RS)-2-(3,4-dichlorobenzyl)-3-oxo-2,3,5,6,7,8-hexahydro[1,2,4]triazolo[4,3-a]pyridine-5-carboxylate